1'-((S)-3-cyclopropyl-2-(methylamino)propanoyl)-3-oxo-2,3-dihydro-1H-spiro[isoquinoline-4,3'-pyrrolidine]-5'-carboxamide C1(CC1)C[C@@H](C(=O)N1CC2(CC1C(=O)N)C(NCC1=CC=CC=C12)=O)NC